2,4-diaminophenoxyethanol diHCl Cl.Cl.NC1=C(OC(C)O)C=CC(=C1)N